BrC=1C=C(C(=NC1)OC1CC(C1)OCC1=CC=CC=C1)C#N 5-bromo-2-[(1s,3s)-3-(benzyloxy)cyclobutoxy]Pyridine-3-carbonitrile